ClC1=CC(=C(N=N1)N)N1CC(CCC1)C1=CC=C(C=C1)N1CCC(CC1)C(OC)OC 6-Chloro-4-(3-(4-(4-(dimethoxymethyl)piperidin-1-yl)phenyl)piperidin-1-yl)pyridazin-3-amine